CN1N=CC(=C1C1=C(C2=CC=CC=C2C=C1)C#N)B1OC(C(O1)(C)C)(C)C 2-[2-methyl-4-(4,4,5,5-tetramethyl-1,3,2-dioxaborolan-2-yl)pyrazol-3-yl]naphthalene-1-carbonitrile